FC(COC1=C(C(=NC=C1)C1=CN=C2N1N=C(C=C2)C2=CC(=CC=C2)O[C@H](CN2N=NN=C2)C)C#N)F 4-(2,2-difluoroethoxy)-2-[6-(3-{[(2S)-1-(1H-tetrazol-1-yl)propan-2-yl]oxy}phenyl)imidazo[1,2-b]pyridazin-3-yl]pyridine-3-carbonitrile